5-(((1r,4r)-4-(4-cyanophenoxy)cyclohexyl)oxy)pyridine C(#N)C1=CC=C(OC2CCC(CC2)OC=2C=CC=NC2)C=C1